5-(2-amino-[1,2,4]triazolo[1,5-a]pyridin-7-yl)-N-((2-fluoro-5-(trifluoromethyl)phenyl)methyl-d2)-2-methoxynicotinamide NC1=NN2C(C=C(C=C2)C=2C=NC(=C(C(=O)NC([2H])([2H])C3=C(C=CC(=C3)C(F)(F)F)F)C2)OC)=N1